ethylenediaminetetraacetate lead [Pb+4].C(CN(CC(=O)[O-])CC(=O)[O-])N(CC(=O)[O-])CC(=O)[O-]